C1(CC1)CNC(C=1C=C(C=CC1)[NH-])C1=CC=C(C2=CC=CC=C12)N(C)C {3-[(cyclopropylmethyl-amino)-(4-dimethylamino-naphthalen-1-yl)-methyl]-phenyl}-amide